FC(C1=CC=2N(C=C1N)C=C(N2)C)F 7-(difluoromethyl)-2-methylimidazo[1,2-a]pyridin-6-amine